C1(CC1)S(=O)(=O)NC1=CC(=NC=C1)CNC(=O)C1=NC=C(C=C1)C1=NC(=CN=C1)OCC N-[(4-cyclopropanesulfonamidopyridin-2-yl)methyl]-5-(6-ethoxypyrazin-2-yl)pyridine-2-carboxamide